2-((1,3-Dihydroisobenzofuran-5-yl)ethynyl)-N-(4,5-dimethylisoxazol-3-yl)-N-(methoxymethyl)pyridine-3-sulfonamide C1OCC2=CC(=CC=C12)C#CC1=NC=CC=C1S(=O)(=O)N(COC)C1=NOC(=C1C)C